2-Amino-N-[5-[[1-(3,3-difluorocyclobutyl)pyrazol-3-yl]carbamoyl]-4-fluoro-2-methylphenyl]-1,3-thiazole-5-carboxamide NC=1SC(=CN1)C(=O)NC1=C(C=C(C(=C1)C(NC1=NN(C=C1)C1CC(C1)(F)F)=O)F)C